C(C)(C)(C)OC(=O)N[C@@H](CCC(=O)O)C(=O)OC (4S)-4-{[(tert-butoxy)carbonyl]amino}-5-methoxy-5-oxopentanoic acid